TERPINYL ISOBUTYRATE CC1=CCC(CC1)C(C)(C)OC(=O)C(C)C